d-Altritol C([C@@H](O)[C@H](O)[C@H](O)[C@H](O)CO)O